ClS(=O)(=O)C1=CC(=C(C=C1)C(C(=O)OC)(C)C)F methyl 2-(4-(chlorosulfonyl)-2-fluorophenyl)-2-methylpropanoate